N-(5-(3-fluoro-4-methylpyridin-2-yl)-2,3-dihydro-1H-inden-1-yl)-5-methylpyrazolo[1,5-a]pyridine-3-carboxamide FC=1C(=NC=CC1C)C=1C=C2CCC(C2=CC1)NC(=O)C=1C=NN2C1C=C(C=C2)C